5-(2-chlorophenoxy)-7-fluoro-3-((2-fluorobenzyl)amino)-4H-benzo[e][1,2,4]thiadiazine 1,1-dioxide ClC1=C(OC2=CC(=CC3=C2NC(=NS3(=O)=O)NCC3=C(C=CC=C3)F)F)C=CC=C1